FC1=C(C=CC=C1)S(=O)(=O)NC=1C(=NC=C(C1)C=1C=CC=2N=CN=C(C2N1)N1CCN(CC1)C(\C=C\C(C)=O)=O)OC (E)-2-fluoro-N-(2-methoxy-5-(4-(4-(4-oxopent-2-enoyl)piperazin-1-yl)pyrido[3,2-d]pyrimidin-6-yl)pyridin-3-yl)benzenesulfonamide